1-(2-chloroethyl)-2-benzoylpyrrole ClCCN1C(=CC=C1)C(C1=CC=CC=C1)=O